N(C(=N)N)CCCCNC(=O)C1=NC=CC=C1 N-(4-guanidinobutyl)-2-pyridinecarboxamide